COC1=C(C=CC(=C1)S(=O)(C)=C)NCC#CC=1N(C=2C=CC=C(C2C1)NC1CCC(CC1)N1CC(CC1)OC)CC(F)(F)F 2-(3-((2-methoxy-4-(methyl-(methylene)sulfinyl)phenyl)amino)prop-1-yn-1-yl)-N-((1R,4R)-4-(3-methoxypyrrolidin-1-yl)cyclohexyl)-1-(2,2,2-trifluoroethyl)-1H-indol-4-amine